CC1(OB(OC1(C)C)C1=CC=C(C=C1)C1=CC=C2C=CC3=CC=CC4=CC=C1C2=C34)C 4,4,5,5-tetramethyl-2-(4-(pyrene-1-yl)phenyl)-1,3,2-dioxaborolan